hydroxyisobutylene OCC(C)=C